tert-butyl (4S)-4-[4-[1-(2,6-dioxo-3-piperidyl)-3-methyl-2-oxo-imidazo[4,5-c]pyridin-4-yl]piperazin-1-yl]-3,3-difluoro-piperidine-1-carboxylate O=C1NC(CCC1N1C(N(C=2C(=NC=CC21)N2CCN(CC2)[C@@H]2C(CN(CC2)C(=O)OC(C)(C)C)(F)F)C)=O)=O